[C-]#N.C(CCCCCCCC)[N+]1=C(C=CC=C1)CCCC 1-nonyl-2-butylpyridinium cyanide salt